N[C@H]1[C@@H](CC(OC1)(C)C)O (4R,5R)-5-amino-2,2-dimethyl-tetrahydro-2H-pyran-4-ol